Ethyl 2-chloro-4-(((1R,4R)-4-methoxycyclohexyl)amino)pyrimidine-5-carboxylate ClC1=NC=C(C(=N1)NC1CCC(CC1)OC)C(=O)OCC